CN(C(C(CCCCCCCC)CCCCCCCC)=O)C N,N-dimethyloctyl-decanamide